CN(CCNC(=O)C=1SC2=C(N1)C(=C(N2)C=2C=C(C=1N(C2)N=CN1)OC)C(C)C)C N-(2-(dimethylamino)ethyl)-6-isopropyl-5-(8-methoxy-[1,2,4]triazolo[1,5-a]pyridin-6-yl)-4H-pyrrolo[3,2-d]thiazole-2-carboxamide